N-(4'-Fluoro-3,5-dimethyl-biphenyl-2-yl)-2-(4-fluoro-phenyl)-acetamide FC1=CC=C(C=C1)C1=C(C(=CC(=C1)C)C)NC(CC1=CC=C(C=C1)F)=O